methyl 5-(4-amino-5-((4,4-difluoropiperidin-1-yl)methyl)pyrrolo[2,1-f][1,2,4]triazin-7-yl)-4-fluoro-2-methylbenzoate NC1=NC=NN2C1=C(C=C2C=2C(=CC(=C(C(=O)OC)C2)C)F)CN2CCC(CC2)(F)F